Cl.N1C(=CC2=CC=CC=C12)C(=O)O 1H-indole-2-carboxylate hydrochloride